CC1=CC(=NC(=N1)N1C[C@@H](CC1)OCC1=C(C=CC=C1)C(F)(F)F)C(=O)O |r| (±)-6-methyl-2-(3-((2-(trifluoromethyl)benzyl)oxy)pyrrolidin-1-yl)pyrimidine-4-carboxylic acid